5-nitropicolinaldehyde [N+](=O)([O-])C=1C=CC(=NC1)C=O